P(O[Si](C)(C)C(C)(C)C)(O[Si](C)(C)C(C)(C)C)O[Si](C)(C)C(C)(C)C tri(t-butyldimethylsilyl) phosphite